ClC1=C(C=C2C(=NN=C(C2=C1)N1CCN(CC1)C(C=C)=O)C=1C(=NC=CC1)C)C1=C(C=CC=C1O)F 1-(4-(7-chloro-6-(2-fluoro-6-hydroxy-phenyl)-4-(2-methyl-3-pyridinyl)-1-phthalazinyl)-1-piperazinyl)-2-propen-1-one